O1C(C1)CCCCOC=1C2=CC=CC=C2C(=C2C=CC=CC12)OCCCCC1OC1 9,10-bis(4-(oxiran-2-yl)butoxy)anthracene